C(C1=CC=CC=C1)N[C@@H](CC(=O)O)C(=O)O benzylaspartic acid